4-(2,6-Dimethoxy-4-(pyrrolidin-1-ylmethyl)phenyl)-1-ethyl-5-methylindolin-2-one COC1=C(C(=CC(=C1)CN1CCCC1)OC)C1=C2CC(N(C2=CC=C1C)CC)=O